7-(6-(bis(4-methoxybenzyl)amino)-4-methyl-3-(trifluoromethyl)pyridin-2-yl)-6-chloro-5-(2-((isothiazol-5-ylmethyl)amino)ethoxy)quinazolin-4(3H)-one COC1=CC=C(CN(C2=CC(=C(C(=N2)C2=C(C(=C3C(NC=NC3=C2)=O)OCCNCC2=CC=NS2)Cl)C(F)(F)F)C)CC2=CC=C(C=C2)OC)C=C1